1-((2-Methoxyphenyl)sulfonyl)-4-phenylpiperidine COC1=C(C=CC=C1)S(=O)(=O)N1CCC(CC1)C1=CC=CC=C1